C(#C)C=1C(=NC=C(C1)F)N1CCN(CC1)[C@H]1CC2(CN(C2)C(=O)OCC)CC1 (R)-ethyl 6-(4-(3-ethynyl-5-fluoropyridin-2-yl)piperazin-1-yl)-2-azaspiro[3.4]octane-2-carboxylate